3-(2,6-diphenylimidazo[1,2-a]pyridin-8-yl)aniline C1(=CC=CC=C1)C=1N=C2N(C=C(C=C2C=2C=C(N)C=CC2)C2=CC=CC=C2)C1